C.[Pd+2] palladium(II) methane